N-[2-[1-(4-chlorophenyl)pyrazol-3-yl]ethoxy]quinazolin-4-amine ClC1=CC=C(C=C1)N1N=C(C=C1)CCONC1=NC=NC2=CC=CC=C12